BrC=1C=CC=C2C(=CN=C(C12)OC)[N+](=O)[O-] 8-bromo-1-methoxy-4-nitro-isoquinoline